N=1C(N=CC=2C1N=C1C2C=CC=N1)=O pyrido[3',2':4,5]Pyrrolo[2,3-d]Pyrimidin-2-one